(3R)-1-(5-((2,6-dichlorobenzyl)oxy)-2,3-dihydro-1H-inden-1-yl)pyrrolidine-3-carboxylic acid ClC1=C(COC=2C=C3CCC(C3=CC2)N2C[C@@H](CC2)C(=O)O)C(=CC=C1)Cl